F[C@]1(CN(CC[C@H]1O)C1=NC=CC(=N1)NC=1N=CC2=C(N=CC(=C2C1)C(C)C1COC1)N1[C@@H](CC1)C)C (3S,4R)-3-fluoro-3-methyl-1-(4-((8-((R)-2-methylazetidin-1-yl)-5-(1-(oxetan-3-yl)ethyl)-2,7-naphthyridin-3-yl)amino)pyrimidin-2-yl)piperidin-4-ol